FC(C(C)(O)C=1N=CC=2N(C1)C(=CN2)C2=NC(=NC=C2F)N[C@H]2CNCCC2)(F)F 1,1,1-trifluoro-2-(3-(5-fluoro-2-(((R)-piperidin-3-yl)amino)pyrimidin-4-yl)imidazo[1,2-a]pyrazin-6-yl)propan-2-ol